[13C]alanine N[13C@@H](C)C(=O)O